C(C)OC(=O)C1=C(SC(=C1CN(C)C)C1=CC=C(C=C1)[N+](=O)[O-])N(C(=O)OC(C)C)CC1=C(C=CC=C1F)F 2-[(2,6-difluorobenzyl)(isopropyloxycarbonyl)amino]-4-[(dimethylamino)methyl]-5-(4-nitrophenyl)thiophene-3-carboxylic acid ethyl ester